3-(5-(4-((1-(3,3-Difluoropiperidin-4-yl)azetidin-3-yl)methyl)piperazin-1-yl)-3-methyl-2-oxo-2,3-dihydro-1H-benzo[d]imidazol-1-yl)piperidine-2,6-dione trifluoroacetate FC(C(=O)O)(F)F.FC1(CNCCC1N1CC(C1)CN1CCN(CC1)C1=CC2=C(N(C(N2C)=O)C2C(NC(CC2)=O)=O)C=C1)F